BrCCCCCC(C(=O)OC(C)(C)C)(C)C Tert-butyl 7-bromo-2,2-dimethylheptanoate